C(C)(C)(C)OC[C@H]1N(S(C2=C(N(C1)C1=CC=CC=C1)C=C(C(=C2)C=2C=CC(=C(C(=O)O)C2)F)Cl)(=O)=O)C (S)-5-(3-(tert-butoxymethyl)-7-chloro-2-methyl-1,1-dioxido-5-phenyl-2,3,4,5-tetrahydrobenzo[f][1,2,5]thiadiazepin-8-yl)-2-fluorobenzoic acid